(9H-fluoren-9-yl)methyl (3-((1-((2,2-diethoxyethyl)(2-methylbutyl)amino)-3-hydroxy-1-oxopropan-2-yl)amino)-3-oxopropyl)carbamate C(C)OC(CN(C(C(CO)NC(CCNC(OCC1C2=CC=CC=C2C=2C=CC=CC12)=O)=O)=O)CC(CC)C)OCC